(S)-N-(3-Chlorophenyl)-2-((S)-3,3-difluorocyclopentyl)-2-(4-(2-methyl-2H-tetrazol-5-yl)phenyl)acetamide ClC=1C=C(C=CC1)NC([C@H](C1=CC=C(C=C1)C=1N=NN(N1)C)[C@@H]1CC(CC1)(F)F)=O